3-Thiocyano-1H-indole-2-carboxylic acid methyl ester COC(=O)C=1NC2=CC=CC=C2C1SC#N